C(C)(C)(C)OC(=O)N1CCC(CC1)C1CCN(CC1)C1=CC2=C(N(C(N2C)=O)C2C(NC(CC2)=O)=O)C=C1 1'-(1-(2,6-dioxopiperidin-3-yl)-3-methyl-2-oxo-2,3-dihydro-1H-benzo[d]Imidazol-5-yl)-[4,4'-bipiperidine]-1-carboxylic acid tert-butyl ester